OC=1C(=CC2=C(OCO2)C1)N1N=C2C(=N1)C=CC(=C2)CCC(=O)OCCCCOC(C=C)=O 4-[3-{2-(6-hydroxybenzo[1,3]dioxole-5-yl)-2H-benzotriazole-5-yl}propanoyloxy]butylacrylate